(S)-2-(3-cyclopropyl-1-methyl-7-oxo-1,7-dihydro-6H-pyrrolo[2,3-d]pyridazin-6-yl)-N-(1-(p-tolyl)ethyl)acetamide (2,2,2-trifluoroethyl)diiodophosphate FC(COP(=O)(I)I)(F)F.C1(CC1)C1=CN(C=2C(N(N=CC21)CC(=O)N[C@@H](C)C2=CC=C(C=C2)C)=O)C